C(C1=CC=CC=C1)OC1=CC=C2C(=C(C(=NC2=C1)Cl)C(C)C)C1=CC=C(C=C1)F 7-benzyloxy-2-chloro-4-(4-fluorophenyl)-3-isopropyl-quinoline